11,16,17-trihydroxy-l-7-(2-hydroxyacetyl)-10,13-dimethyl-7,8,9,11,12,14,15,16-octahydro-6H-cyclopenta[a]phenanthren-3-one OC1CC2(C([C@H](CC2C2C(CC3=CC(C=CC3(C12)C)=O)C(CO)=O)O)O)C